5-[5-chloro-1-methylpyrrolo[2,3-c]pyridin-2-yl]-4-methyl-1-[[2-(trimethylsilyl)ethoxy]methyl]indole ClC=1C=C2C(=CN1)N(C(=C2)C=2C(=C1C=CN(C1=CC2)COCC[Si](C)(C)C)C)C